C[C@H]1[C@H](C[C@@H]2C[C@@H](N=C3N2[C@@H]1CN3)CC4=CC(=O)NC(=O)N4)OS(=O)(=O)O The molecule is a triazaacenaphthylene that is 2,2a,3,4,5,5a,6,7-octahydro-1H-1,8,8b-triazaacenaphthylene which is substituted at positions 3, 4, and 7 by methyl, sulfooxy, and (2,6-dioxo-1,2,3,6-tetrahydropyrimidin-4-yl)methyl groups, respectively (the 2aS,3R,4S,5aS,7R stereoisomer). A non-toxic analogue of the cyanotoxins cylindrospermopsin and 7-epi-cylindrospermopsin (the latter two have a hydroxy group attached to the carbon adjacent to the uracil ring), it is produced by several species of freshwater cyanobacteria, such as Cylindrospermopsis raciborskii. It has a role as a protein synthesis inhibitor. It is an alkaloid, a member of cylindrospermopsins, an organic sulfate, a pyrimidone and a triazaacenaphthylene. It is a tautomer of a deoxycylindrospermopsin zwitterion.